[Na+].FC(C(=O)[O-])(C(C(C(C(C(C(C(C(C(C(C(C(C(C(C(C(F)(F)F)(F)F)(F)F)(F)F)(F)F)(F)F)(F)F)(F)F)(F)F)(F)F)(F)F)(F)F)(F)F)(F)F)(F)F)(F)F)F perfluorooctadecanoic acid sodium salt